(7-methoxy-4-(1-methyl-3-phenyl-1H-pyrazol-4-yl)quinazolin-6-yl)propionamide COC1=C(C=C2C(=NC=NC2=C1)C=1C(=NN(C1)C)C1=CC=CC=C1)C(C(=O)N)C